C1(CC1)CN1[C@H](CN(CC1)CC1=CC=2N(C=C1)N=CC2N2C(NC(C(=C2)C)=O)=O)C (S)-1-(5-((4-(cyclopropylmethyl)-3-methylpiperazin-1-yl)methyl)pyrazolo[1,5-a]pyridin-3-yl)-5-methylpyrimidine-2,4(1H,3H)-dione